ClC1=NN=C(C2=CC=CC=C12)NC1CCN(CC1)C 4-chloro-N-(1-methylpiperidin-4-yl)phthalazine-1-amine